C(C)(C)(C)C=1C(=C(CC2=C(C(=CC(=C2)C)C(C)(C)C)OC(C2=CC=C(C(=O)OC3=C(C=C(C=C3C(C)(C)C)C)CC3=C(C(=CC(=C3)C)C(C)(C)C)O)C=C2)=O)C=C(C1)C)O bis[2-(3-tert-butyl-2-hydroxy-5-methylbenzyl)-6-tert-butyl-4-methylphenyl]terephthalate